(R)-N-(1-(3-(difluoro(1-isopropylpiperidin-4-yl)methyl)-2-fluorophenyl)ethyl)-6-(1-isopropylpiperidin-4-yl)-7-methoxy-2-methylpyrido[2,3-d]pyrimidin-4-amine FC(C=1C(=C(C=CC1)[C@@H](C)NC=1C2=C(N=C(N1)C)N=C(C(=C2)C2CCN(CC2)C(C)C)OC)F)(C2CCN(CC2)C(C)C)F